N-(6-methoxy-1-methylindazol-7-yl)-N-methyl-6-[2-methyl-5-(trifluoromethyl)pyrazol-3-yl]pyridine-3-sulfonamide COC1=CC=C2C=NN(C2=C1N(S(=O)(=O)C=1C=NC(=CC1)C=1N(N=C(C1)C(F)(F)F)C)C)C